5-((1-methylpiperidin-4-yl)thio)furo[2,3-c]pyridine-2-carbonitrile CN1CCC(CC1)SC=1C=C2C(=CN1)OC(=C2)C#N